NCCNCCNCCNCCNCCN pentaethylenehexaamine